SULFAMOYL-BENZAMIDE S(N)(=O)(=O)C1=C(C(=O)N)C=CC=C1